tert-Butyl 4-(((5-methyl-6-(trifluoromethyl)pyridin-3-yl)oxy)methyl)piperidine-1-carboxylate CC=1C=C(C=NC1C(F)(F)F)OCC1CCN(CC1)C(=O)OC(C)(C)C